6-(8-oxa-3-azabicyclo[3.2.1]octan-3-yl)pyridin-3-amine C12CN(CC(CC1)O2)C2=CC=C(C=N2)N